ClC=1C(=C(C=CC1Cl)O)[C@H]1CC2=NN=C(N2C1)C1CCN(CC1)C1CCCCC1 (R)-3,4-dichloro-2-(3-(1-cyclohexylpiperidin-4-yl)-6,7-dihydro-5H-pyrrolo[2,1-c][1,2,4]triazol-6-yl)phenol